COC=1C=C(C=C(C1)OC)C1CCC=2C(=NNC2C1)C1=C(C=C(C=C1)F)[N+](=O)[O-] 6-(3,5-dimethoxyphenyl)-3-(4-fluoro-2-nitrophenyl)-4,5,6,7-tetrahydro-1H-indazole